N-(4-methyl-3-sulfamoylphenyl)-4-((5-methyl-4-((3-(morpholinosulfonyl)phenyl)amino)pyrimidin-2-yl)amino)benzamide CC1=C(C=C(C=C1)NC(C1=CC=C(C=C1)NC1=NC=C(C(=N1)NC1=CC(=CC=C1)S(=O)(=O)N1CCOCC1)C)=O)S(N)(=O)=O